(2-chloro-5-(3,5-dimethyl-2,6-dioxo-4-thioxo-1,3,5-triazin-1-yl)-4-fluorobenzoyl)glycine ethyl ester C(C)OC(CNC(C1=C(C=C(C(=C1)N1C(N(C(N(C1=O)C)=S)C)=O)F)Cl)=O)=O